CN1C(C(=NC2=CC(=C(C=C12)C)C)C1=CC=CC=C1)=O 1,6,7-trimethyl-3-phenylquinoxalinone